4-bromo-2-(cyclopropanecarbonyl)benzoic acid methyl ester COC(C1=C(C=C(C=C1)Br)C(=O)C1CC1)=O